C(C)(C)(C)OC(=O)N1C[C@@H](N(CC1)C1=CC(N(C2=NC(=CC=C12)C1=C(C=CC=C1)F)CC(C)(C)C)=O)C.I[Si]([SiH3])(I)I triiododisilane (S)-tert-Butyl-4-(7-(2-fluorophenyl)-1-neopentyl-2-oxo-1,2-dihydro-1,8-naphthyridin-4-yl)-3-methylpiperazine-1-carboxylate